[Na+].C(\C=C\C1=CC(O)=C(O)C=C1)(=O)[O-] caffeate sodium salt